L-arginamide dihydrochloride Cl.Cl.N[C@@H](CCCNC(N)=N)C(=O)N